FC1(CN(C1)C1=NC=NC2=C1SC=1N=NC(=C(C12)C)C)F 8-(3,3-difluoroazetidin-1-yl)-3,4-dimethylpyrimidino[4',5':4,5]thieno[2,3-c]pyridazine